C1(CC1)C=1N=C2N(C=CC3=C2N(C2=CC=CC=C32)CC3=CC=C(C=C3)F)C1 2-Cyclopropyl-11-(4-fluorobenzyl)-11H-imidazo[1',2':1,2]pyrido[3,4-b]indole